pentyl oxalate C(C(=O)[O-])(=O)OCCCCC